8-[(8-acetyl-8-azabicyclo[3.2.1]octan-3-yl)oxy]-4-[(2R)-3-(3,4-dihydro-1H-isoquinoline-2-yl)-2-hydroxy-propyl]-2,3-dihydro-1,4-benzoxazepin-5-one C(C)(=O)N1C2CC(CC1CC2)OC2=CC1=C(C(N(CCO1)C[C@@H](CN1CC3=CC=CC=C3CC1)O)=O)C=C2